4-((4-(cyclopentylamino)-5-nitropyrimidin-2-ylamino) phenyl)-3,8-diazabicyclo[3.2.1]octane-3-carboxylate C1(CCCC1)NC1=NC(=NC=C1[N+](=O)[O-])NC1=C(C=CC=C1)C1N(CC2CCC1N2)C(=O)[O-]